C1(CC1)C1=NNC(=N1)C1CC2(CN(C2)C(=O)N2CC3(C2)CCC(CC3)S(=O)(=N)C3=CC(=CC=C3)C(F)(F)F)C1 [6-(3-cyclopropyl-1H-1,2,4-triazol-5-yl)-2-azaspiro[3.3]heptan-2-yl]-[7-[[3-(trifluoromethyl)phenyl]sulfonimidoyl]-2-azaspiro[3.5]nonan-2-yl]methanone